O=C1NC(CCC1N1C(C2=CC=C(C=C2C1)N1CCC2(CCN(CC2)CCC(=O)O)CC1)=O)=O 3-(9-(2-(2,6-dioxopiperidin-3-yl)-1-oxoisoindolin-5-yl)-3,9-diazaspiro[5.5]undecan-3-yl)propanoic acid